N[C@@H](C(C)C)C(=O)N1[C@@H](CCC1)C(=O)NC=1SC2=C(N1)C=CC(=C2)OC(F)(F)F (S)-1-(L-valyl)-N-(6-(trifluoromethoxy)benzo[d]thiazol-2-yl)pyrrolidine-2-carboxamide